ClC=1C=2N(C(=NN1)O)C=CC2 1-chloropyrrolo[1,2-d][1,2,4]triazin-4-ol